FC=1C(=NC=C(C1)F)NC1=CC=C2C(=N1)N(N=C2I)COCC[Si](C)(C)C N-(3,5-difluoropyridin-2-yl)-3-iodo-1-((2-(trimethylsilyl)ethoxy)methyl)-1H-pyrazolo[3,4-b]pyridin-6-amine